NCCOC=1C=CC2=C(C=C(O2)C(=O)N[C@H](C(=O)N2[C@@H](C[C@H](C2)O)C(=O)N[C@@H](C)C2=CC=C(C=C2)C2=C(N=CS2)C)C(C)(C)C)C1 (2S,4R)-1-[(2S)-2-{[5-(2-aminoethoxy)-1-benzofuran-2-carbonyl]amino}-3,3-dimethylbutyryl]-4-hydroxy-N-{(1S)-1-[4-(4-methyl-1,3-thiazol-5-yl)phenyl]ethyl}pyrrolidine-2-carboxamide